di-tert-butyl (2R,4R)-4-((6-chloro-3-fluoro-4-methylpyridin-2-yl) methyl)-2-methylpiperidine-1,4-dicarboxylate ClC1=CC(=C(C(=N1)C[C@@]1(C[C@H](N(CC1)C(=O)OC(C)(C)C)C)C(=O)OC(C)(C)C)F)C